trans-1-(tert-butoxycarbonyl-amino)-4-ethynylcyclohexane C(C)(C)(C)OC(=O)N[C@@H]1CC[C@H](CC1)C#C